BrC1=CC=C2C(=C1)N(CC21CCOCC1)C(=O)OC(C)(C)C tert-butyl 6-bromo-2',3',5',6'-tetrahydrospiro[indoline-3,4'-pyran]-1-carboxylate